C(C)C=1N=C(C2=C(N1)SC(=C2)C)NCCCC=2C=C(C=CC2)C2=CC=C(C=C2)OC(F)(F)F 2-ethyl-6-methyl-N-(3-(4'-(trifluoromethoxy)-[1,1'-biphenyl]-3-yl)propyl)thieno[2,3-d]pyrimidin-4-amine